ClC1=C(C(=O)N[C@H](C(=O)N[C@@H](CC(C)C)B(O)O)CC2=CC=CC=C2)C=CC=C1Cl ((R)-1-((S)-2-(2,3-dichlorobenzamido)-3-phenylpropionamido)-3-methylbutyl)boronic acid